dichlorophosphoric acid hexyl ester C(CCCCC)OP(=O)(Cl)Cl